acrylic acid methylphenoxyethyl ester CC(COC(C=C)=O)OC1=CC=CC=C1